NC1=NC=CC=C1C1=NC=2C(=NC(=CC2)N2N=CC=C2)N1C=1C=C2CC[C@@H](C2=CC1)NC(C1=C(C=C(C(=C1)C=O)OC)OC)=O (S)-N-(5-(2-(2-aminopyridin-3-yl)-5-(1H-pyrazol-1-yl)-3H-imidazo[4,5-b]pyridin-3-yl)-2,3-dihydro-1H-inden-1-yl)-5-formyl-2,4-dimethoxybenzamide